ClC=1C=CC2=C(N(C3=C(CC2)C=CC=C3)CCCCNC/C=C/C(=O)OCCOCCOC)C1 2-(2-Methoxy-ethoxy)-ethyl (E)-4-[4-(3-chloro-10,11-dihydro-dibenzo[b,f]azepin-5-yl)-butylamino]but-2-enoate